FC=1C=C(OC2=C(C3=C(C(NS3(=O)=O)(C)O)C=C2)C)C=C(C1)F 6-(3,5-Difluorophenoxy)-3-hydroxy-3,7-dimethyl-2,3-dihydrobenzo[d]isothiazole-1,1-dioxide